2-(benzyloxy)-6-(pyrrolidin-1-yl)pyridine C(C1=CC=CC=C1)OC1=NC(=CC=C1)N1CCCC1